3-vinyl-2H-chromene C(=C)C=1COC2=CC=CC=C2C1